C1(C=CC=C1)[Ti](C1=C(C(=CC=C1F)N1CC=CC=C1)F)(C1=C(C(=CC=C1F)N1CC=CC=C1)F)C1C=CC=C1 bis(2,4-cyclopentadienyl)bis[2,6-difluoro-3-(1-pyridinyl)phenyl]titanium (IV)